N-(5-(((1S,4S)-2-oxa-5-azabicyclo[2.2.1]heptan-5-yl)methyl)-4'-((2-(1,1-difluoroethyl)-6-ethylpyrimidin-4-yl)amino)-[2,3'-bipyridin]-6'-yl)acetamide [C@@H]12OC[C@@H](N(C1)CC=1C=CC(=NC1)C=1C=NC(=CC1NC1=NC(=NC(=C1)CC)C(C)(F)F)NC(C)=O)C2